(2S)-2-amino-N-(17-azido-3,6,9,12,15-pentaoxaheptadec-1-yl)-N'-(3-bromo-2,4,6-trimethylphenyl)glutaramide N[C@H](C(=O)NCCOCCOCCOCCOCCOCCN=[N+]=[N-])CCC(=O)NC1=C(C(=C(C=C1C)C)Br)C